O=C1C2=C(N=C(N1)SC(C(=O)O)C)N(N=C2)C2=CC=CC=C2 2-((4-oxo-1-phenyl-4,5-dihydro-1H-pyrazolo[3,4-d]pyrimidin-6-yl)thio)propionic acid